O[C@@H]1[C@@H](OC([C@H]([C@H]1O)O)CO)[S-].[Au+] gold(I) (2S,3S,4R,5S)-3,4,5-trihydroxy-6-(hydroxymethyl)-oxane-2-thiolate